CC1([C@]2(C(C[C@@H]1CC2)=O)CS(=O)(=O)O)C ((1R,4S)-7,7-dimethyl-2-oxobicyclo[2.2.1]Heptan-1-yl)methanesulfonic acid